(1S,2R)-2-((R)-5H-imidazo[5,1-a]isoindol-5-yl)-7-oxaspiro[3.5]nonan-1-ol C=1N=CN2C1C1=CC=CC=C1[C@H]2[C@@H]2[C@@H](C1(C2)CCOCC1)O